tetrabutylammonium neoheptanoate C(CCC(C)(C)C)(=O)[O-].C(CCC)[N+](CCCC)(CCCC)CCCC